[Si](C)(C)(C(C)(C)C)O[C@@H]1[C@@H]([C@@H]2CCCC2=C1)\C=C\[C@H](C(CC#CC)C)O[Si](C)(C)C(C)(C)C (3aS,4R,5R,6aS)-5-((tert-butyldimethylsilyl)oxy)-4-((3S,E)-3-((tert-butyldimethylsilyl)oxy)-4-methyloct-1-en-6-yn-1-yl)hexahydropentalen